2-carboxy-7-((3'-chloro-4'-fluoro-[1,1'-biphenyl]-2-yl)oxy)-1,2,3,4-tetrahydronaphthalene C(=O)(O)C1CC2=CC(=CC=C2CC1)OC1=C(C=CC=C1)C1=CC(=C(C=C1)F)Cl